9,9-bis(4-(2-hydroxyethoxy)-1-naphthyl)-1,8-diphenylfluorene OCCOC1=CC=C(C2=CC=CC=C12)C1(C2=C(C=CC=C2C=2C=CC=C(C12)C1=CC=CC=C1)C1=CC=CC=C1)C1=CC=C(C2=CC=CC=C12)OCCO